FC(OC1=C2C=CC(=NC2=C(C=C1)C)C1=C(OC2=C1C=CC=C2)C)F 5-(Difluoromethoxy)-8-methyl-2-(2-methyl-1-benzofuran-3-yl)quinoline